C(C)(=O)O[C@@]1([C@H](O[C@H]([C@@H]1OC(C)=O)N1C2=NC(=NC(=C2N=C1)Cl)Cl)CO)C#C (2R,3R,4R,5R)-5-(2,6-dichloro-9H-purin-9-yl)-3-ethynyl-2-(hydroxyl-methyl)tetrahydrofuran-3,4-diyl diacetate